3-(5-(3-(3,9-diazaspiro[5.5]undecan-3-yl)azetidin-1-yl)-1-oxoisoindolin-2-yl)piperidine-2,6-dione C1CN(CCC12CCNCC2)C2CN(C2)C=2C=C1CN(C(C1=CC2)=O)C2C(NC(CC2)=O)=O